BrC=1C=C2C(=NC1)N(C=C2I)[SH4]OOC2=CC=C(C=C2)C 5-bromo-3-iodo-1-[(4-methylphenyl)dioxy-lambda6-thio]pyrrolo[2,3-b]pyridine